(S)-4-((3-chloro-2,4-difluorophenyl)(methyl)carbamoyl)-3-(6-chloro-5-(trifluoromethyl) Pyridazin-3-yl)-2-oxoimidazolidine-1-carboxylate ClC=1C(=C(C=CC1F)N(C(=O)[C@H]1N(C(N(C1)C(=O)[O-])=O)C=1N=NC(=C(C1)C(F)(F)F)Cl)C)F